CC1=NC=2C=3C(C=CC2C=N1)=NN(C3)C(F)(F)F 2-methyl-8-(trifluoromethyl)-8H-pyrazolo[3,4-H]Quinazoline